4-Decyltetradecyl 6-((4-(Dimethylamino)Butanoyl)Oxy)Tridecanoate CN(CCCC(=O)OC(CCCCC(=O)OCCCC(CCCCCCCCCC)CCCCCCCCCC)CCCCCCC)C